7-chloro-4-(2-(1-(6-(4,5-dimethyl-1H-imidazol-1-yl)pyridin-3-yl)ethylidene)hydrazineyl)quinazoline phosphate P(=O)(O)(O)O.ClC1=CC=C2C(=NC=NC2=C1)NN=C(C)C=1C=NC(=CC1)N1C=NC(=C1C)C